N1CC(C1)CN1C(C2=CC=3C(N(CC3C=C2C1)[C@@H]1C(NC(CC1)=O)=O)=O)=O (S)-2-(Azetidin-3-ylmethyl)-6-(2,6-dioxopiperidin-3-yl)-2,3,5,6-tetrahydropyrrolo[3,4-f]isoindole-1,7-dione